C1(=CC=CC2=CC=CC=C12)[C@@H](C)NC(=O)C1=NC(=NC=C1)N1C[C@@H](CC1)NC(OC(C)(C)C)=O tert-Butyl N-[(3R)-1-[4-[[(1R)-1-(1-naphthyl)ethyl]carbamoyl]pyrimidin-2-yl]pyrrolidin-3-yl]carbamate